N4-acetyl-5'-O-(4,4'-dimethoxytrityl)-2'-O-[2-(trifluoroacetyl)aminoethoxymethyl]cytidine 3'-O-(2-cyanoethyl N,N-diisopropyl phosphoramidite) C(#N)CCP(O)(N(C(C)C)C(C)C)O[C@H]1[C@H]([C@@H](O[C@@H]1COC(C1=CC=C(C=C1)OC)(C1=CC=C(C=C1)OC)C1=CC=CC=C1)N1C(=O)N=C(NC(C)=O)C=C1)OCOCCNC(C(F)(F)F)=O